CC=1C=NC=2CCCCC2C1 3-methyl-5,6,7,8-tetrahydroquinoline